3-(trifluoromethyl)benzyl 4-(3-ethyl-3-methylthioureido)-2,5-dimethylbenzoate C(C)N(C(NC1=CC(=C(C(=O)OCC2=CC(=CC=C2)C(F)(F)F)C=C1C)C)=S)C